(3Z)-17,17-dimethoxy-1,3-heptadecadiene COC(CCCCCCCCCCCC\C=C/C=C)OC